C(CC(=O)C)(=O)O.C(CC(=O)C)(=O)O.C(CC(=O)C)(=O)O.C(CC(=O)C)(=O)O.O=C[C@H](O)[C@@H](O)[C@H](O)[C@H](O)CO glucose tetraacetoacetate